[Hf].C12C3OC3C(C(C1)C(=O)O)C2 3-oxatricyclo[3.2.1.02,4]octane-6-carboxylic acid hafnium